CS1(=NC=2C(=CC(=CC2C(=C1)NC(C(=O)N)=C)C(F)(F)F)C(F)(F)F)=O 2-[[3-methyl-3-oxo-8,10-bis(trifluoromethyl)-3λ6-thia-2-azabicyclo[4.4.0]deca-1(6),2,4,7,9-pentaen-5-yl]amino]propenamide